CNC1=C2C=C3C=C(C(=CC3=CC2=C(C(=C1C(=O)[O-])C(=O)[O-])NC)C(=O)[O-])C(=O)[O-] 5,8-dimethylaminoanthracene-2,3,6,7-tetracarboxylate